C(C)(=O)N1CC[C@@H]2N(C([C@H](C1)NC(=O)C=1NC3=CC=C(C=C3C1)C(F)(F)P(O)(O)=O)=O)[C@@H](CC2)C(=O)N2CC1=CC=C(C=C1CC2)F ((2-(((5S,8S,10aR)-3-acetyl-8-(6-fluoro-1,2,3,4-tetrahydroisoquinoline-2-carbonyl)-6-oxodecahydropyrrolo[1,2-a][1,5]diazocin-5-yl)carbamoyl)-1H-indol-5-yl)difluoromethyl)phosphonic acid